5-{4-[(4-methoxy-3-pyridyl)[p-(trifluoromethyl)phenyl]amino]cyclohexyloxy}-2-pyridinecarbonitrile COC1=C(C=NC=C1)N(C1CCC(CC1)OC=1C=CC(=NC1)C#N)C1=CC=C(C=C1)C(F)(F)F